BrC=1N=CC(=NC1)N1N=CN=C1[C@H](C)[NH3+] [(1S)-1-[2-(5-bromopyrazin-2-yl)-1,2,4-triazol-3-yl]ethyl]ammonium